ClC1=NC=C(C(=O)NCC2CCC(CC2)C(F)(F)F)C=C1OC 6-chloro-5-methoxy-N-((4-(trifluoromethyl)cyclohexyl)methyl)nicotinamide